BrC1=CC(=C(C(=O)OC)C=C1)C(=O)C1(CC1)F methyl 4-bromo-2-(2-cis-fluorocyclopropanecarbonyl)benzoate